8-chloro-1,7-naphthyridin-4-ol ClC=1N=CC=C2C(=CC=NC12)O